Cl.ClC1=C(C=C(C=C1)[C@H](C)N)F (S)-1-(4-chloro-3-fluorophenyl)ethylamine hydrochloride